C(#N)C1=C(C=CC=C1)SC=1C=2N(C=C(C1)C=1C=NN(C1)C1CCN(CC1)C(CO)=O)N=CC2C#N 4-((2-cyanophenyl)thio)-6-(1-(1-(2-hydroxyacetyl)piperidin-4-yl)-1H-pyrazol-4-yl)pyrazolo[1,5-a]pyridine-3-carbonitrile